[Cl-].[Cl-].C[Zr](C1C=C(C=C1)C[Si](C)(C)C)(C1C=CC2=CC=3CCCC3C=C12)([SiH](C)C)(C)(C)C Tetramethyldimethylsilyl-(1,5,6,7-tetrahydro-s-indacenyl)(3-(trimethylsilyl)methyl-cyclopentadienyl)zirconium dichloride